(1-(4-methoxybenzyl)-5-methoxy-1H-indol-2-yl)(4-(pyrimidin-2-yl)piperazin-1-yl)methanone COC1=CC=C(CN2C(=CC3=CC(=CC=C23)OC)C(=O)N2CCN(CC2)C2=NC=CC=N2)C=C1